[C@@H]1([C@H](O)[C@@H](O)[C@@H](O)[C@H](O1)CO)O[C@H]1[C@@H](C(CO)(O)O[C@@H]1CO)O beta-D-galactopyranosyl-(1→4)-D-fructofuranose